tert-butyl 4-(5-cyclopropyl-5-hydroxy-pentyl)piperazine-1-carboxylate C1(CC1)C(CCCCN1CCN(CC1)C(=O)OC(C)(C)C)O